NC=1N=NC(=CC1N1N=CC(=C1)C1CC2(CN(C2)C(=O)OC(C)(C)C)C1)C1=C(C=CC=C1)OCC1=CC=CC=C1 tert-butyl 6-[1-[3-amino-6-(2-benzyloxyphenyl)pyridazin-4-yl]pyrazol-4-yl]-2-azaspiro[3.3]heptane-2-carboxylate